ethyl 3-(4-(6-bromopyridazin-3-yl) phenyl)-3-oxopropionate BrC1=CC=C(N=N1)C1=CC=C(C=C1)C(CC(=O)OCC)=O